3-Chloro-N-(2-methylquinolin-8-yl)benzamide ClC=1C=C(C(=O)NC=2C=CC=C3C=CC(=NC23)C)C=CC1